C1(CC1)C1=NC=C(C=C1CC(\C=C\C1=CC=C2C=NNC2=C1F)=O)F (E)-1-(2-cyclopropyl-5-fluoropyridin-3-yl)-4-(7-fluoro-1H-indazol-6-yl)but-3-en-2-one